methyl 2-cyano-5-hydroxybenzoate C(#N)C1=C(C(=O)OC)C=C(C=C1)O